C(C)(C)(C)OC(=O)NCC=1C=C(C=CC1)C=1N=CC=2N(C1)C=CC2 3-(3-(((tert-butoxycarbonyl)amino)methyl)phenyl)pyrrolo[1,2-a]pyrazine